N1=CC=CC2=CC(=CC=C12)C(C(=O)N)C1=CC(=CC=C1)C(F)(F)F (quinolin-6-yl)-2-(3-(trifluoromethyl)phenyl)acetamide